C(C#C)N[C@@H](CCC(=O)[O-])C(=O)[O-] (propargyl)-L-glutamate